CN(C)CCC1=CNC2=C1C=C(C=C2)Br 5-bromo-N,N-dimethyltryptamine